N-allyl-allylmethylbicyclo[2.2.1]hept-5-ene-2,3-dicarboximide C(C=C)N1C(=O)C2C3(C=CC(C2C1=O)C3)CCC=C